isoprenoxyoxazoline C(=CC(C)=C)OC=1OCCN1